BrC=1C=CC(=C(C1)C(C(=O)OC(C)(C)C)N1C(C=C(C(=C1)CCN1CC(C1)F)C(F)(F)F)=O)C tert-butyl 2-(5-bromo-2-methylphenyl)-2-(5-(2-(3-fluoroazetidin-1-yl)ethyl)-2-oxo-4-(trifluoromethyl)pyridin-1(2H)-yl)acetate